rac-(Z)-3-((3-butyl-3-ethyl-7-(methylsulfanyl)-1,1-dioxido-5-phenyl-2,3,4,5-tetrahydro-1,5-benzothiazepin-8-yl)oxy)acrylic acid C(CCC)C1(CS(C2=C(N(C1)C1=CC=CC=C1)C=C(C(=C2)O\C=C/C(=O)O)SC)(=O)=O)CC